ClC=1C(=C(C=NC1C(F)(F)F)NC([C@H](C)NC(OC(C)(C)C)=O)=O)C(C1=C(C=CC=C1F)Cl)=O tert-butyl N-[(1S)-2-[[5-chloro-4-(2-chloro-6-fluoro-benzoyl)-6-(trifluoromethyl)-3-pyridyl]amino]-1-methyl-2-oxo-ethyl]carbamate